Phosphoglycolic acid P(=O)(O)(O)OCC(=O)O